oleic acid glycidyl ester C(C1CO1)OC(CCCCCCC\C=C/CCCCCCCC)=O